Cl.C(C)(C)(C)N1C[C@H]([C@@H](C1)C1=CC=C(C=C1)Cl)C(=O)N1C[C@H](C[C@H]1C(=O)N1CCOCC1)N(C(CC)=O)C1CCC(CC1)C N-((3S,5S)-1-((3S,4R)-1-(tert-butyl)-4-(4-chlorophenyl)pyrrolidine-3-carbonyl)-5-(morpholin-4-carbonyl)pyrrolidin-3-yl)-N-((1s,4R)-4-methylcyclohexyl)propanamide hydrochloride